N-[3,5-bis(2,2-dimethylpropionylamino)phenyl]-2,2-dimethylpropionamide CC(C(=O)NC=1C=C(C=C(C1)NC(C(C)(C)C)=O)NC(C(C)(C)C)=O)(C)C